C(C1=CC=CC=C1)C1(NC=C(C(=N1)NC1=C(C=CC=C1)C)Cl)N 2-benzyl-5-chloro-N4-(o-tolyl)pyrimidine-2,4-diamine